N-(1-(2-(dimethylamino)-2-oxoethyl)-3-(5-fluoro-2-methoxyphenyl)-1H-pyrazol-4-yl)pyrazolo[1,5-a]pyrimidine-3-carboxamide CN(C(CN1N=C(C(=C1)NC(=O)C=1C=NN2C1N=CC=C2)C2=C(C=CC(=C2)F)OC)=O)C